C(C)C1=C(C(=CC=C1)CC)N1C(C(CC1(C)C)(C1=CC=CC=C1)C)=[Ru-4](=CC1=C(C=CC(=C1)[N+](=O)[O-])OC(C)C)(I)I (1-(2,6-diethylphenyl)-3,5,5-trimethyl-3-phenylpyrrolidin-2-ylidene)diiodo(2-isopropoxy-5-nitrobenzylidene)ruthenium (II)